5-((2,3-dihydrobenzo[b][1,4]dioxin-5-yl)amino)-7-(methylamino)-N-(2,2,2-trifluoroethyl)pyrazolo[1,5-a]pyrimidine-3-carboxamide O1C2=C(OCC1)C(=CC=C2)NC2=NC=1N(C(=C2)NC)N=CC1C(=O)NCC(F)(F)F